C(C)(C)(C)OC(=O)N1CCN(CC1)C1CCN(CC1)C1=CCC(C2=C1C(C(O2)=O)=O)=O 4-(1-(7-oxo-2,3-dioxobenzofuran-4-yl)piperidin-4-yl)piperazine-1-carboxylic acid tert-butyl ester